O[C@@H](COC1=CC=C(C=C1)C=O)CN1N=C(N=N1)C (4-((R)-2-hydroxy-3-(5-methyl-2H-tetrazol-2-yl)propoxy)phenyl)methanone